N1CCC(CC1)CN1[C@H]2CN([C@@H](C1)C2)C(=O)OC(C)(C)C tert-butyl (1r,4r)-5-(piperidin-4-ylmethyl)-2,5-diazabicyclo[2.2.1]heptane-2-carboxylate